C=1(C(=CC=CC1)C(=O)N)C1=CC=CC=C1 [1,1'-biphenyl]-2-carboxamide